3-(6-amino-1-(3-fluoro-2-(fluoromethyl)propyl)-1H-indol-3-yl)thiobenzamide NC1=CC=C2C(=CN(C2=C1)CC(CF)CF)C=1C=C(C(=S)N)C=CC1